COCCOCCOCCCCC diethylene glycol n-amyl methyl ether